C1(CCC1)NC1=NC(=NC=C1C(=O)N)NC1CCC(CC1)OCC(F)(F)F 4-(cyclobutylamino)-2-((1r,4r)-4-(2,2,2-trifluoroethoxy)cyclohexylamino)pyrimidine-5-carboxamide